7-{5-chloro-3-[1-(3-methylbutyl)-1H-pyrazol-4-yl]pyridin-2-yl}quinoline ClC=1C=C(C(=NC1)C1=CC=C2C=CC=NC2=C1)C=1C=NN(C1)CCC(C)C